ClC1=CC=C(C(=N1)C(=O)O)N[C@H](C)C1=C2N=C(C(=NC2=CC(=C1)C)C(F)(F)F)N1CCOCC1 (R)-6-chloro-3-((1-(7-methyl-3-morpholino-2-(trifluoromethyl)quinoxalin-5-yl)ethyl)amino)picolinic acid